(quinuclidin-3-yl)acetamide N12CC(C(CC1)CC2)CC(=O)N